COC1=CC=C(C=N1)CCC=1C(=NC(=NC1)N)C(F)(F)F 5-(2-(6-Methoxypyridin-3-yl)ethyl)-4-(trifluoromethyl)pyrimidin-2-amine